C1CC12CN([C@@H](C2)C(=O)[O-])C(=O)OC(C)(C)C tert-butyl (6S)-5-azaspiro[2.4]heptane-5,6-dicarboxylate